N-[1-[5-bromo-2-(5-chloro-2-pyridinyl)-1,2,4-triazol-3-yl]ethyl]-3-chloro-5-(trifluoromethyl)benzamide BrC=1N=C(N(N1)C1=NC=C(C=C1)Cl)C(C)NC(C1=CC(=CC(=C1)C(F)(F)F)Cl)=O